2-(6-((2S,5R)-4-(1-(3,3-dimethyl-2,3-dihydrobenzo[b][1,4]dioxin-6-yl)ethyl)-5-ethyl-2-methylpiperazin-1-yl)-3,9-dimethyl-2-oxo-3,9-dihydro-2H-purin-8-yl)acetonitrile CC1(OC2=C(OC1)C=CC(=C2)C(C)N2C[C@@H](N(C[C@H]2CC)C=2C=1N=C(N(C1N(C(N2)=O)C)C)CC#N)C)C